[C@H]12[C@H](NC[C@@H]2CC1)C(=O)O |o1:0,1,4| rel-(1S,2S,5R)-3-azabicyclo[3.2.0]heptane-2-carboxylic acid